2-chloro-4-[[4-[1-methyl-4-(trifluoromethyl)imidazol-2-yl]phenyl]methoxy]-5-(trideuteriomethoxy)pyrimidine ClC1=NC=C(C(=N1)OCC1=CC=C(C=C1)C=1N(C=C(N1)C(F)(F)F)C)OC([2H])([2H])[2H]